tert-butyl ((6-sulfamoylpyridin-2-yl)methyl)carbamate S(N)(=O)(=O)C1=CC=CC(=N1)CNC(OC(C)(C)C)=O